5-(2-{2-[(2,3-Dihydro-1H-indol-1-sulfonyl)amino]phenyl}ethynyl)pyridin N1(CCC2=CC=CC=C12)S(=O)(=O)NC1=C(C=CC=C1)C#CC=1C=CC=NC1